[N+](=O)([O-])C1=CC=C(C=C1)C1CNCCS1 2-(4-nitrophenyl)thiomorpholine